ClC1=C2C=C(NC2=CC=C1Cl)C(=O)N1C[C@](CC1)(C(=O)N)C (S)-1-(4,5-dichloro-1H-indole-2-carbonyl)-3-methylpyrrolidine-3-carboxamide